(2S)-2-[(Tert-butoxycarbonyl)amino]-5-(2,2,2-trifluoroacetamido)pentanoic acid C(C)(C)(C)OC(=O)N[C@H](C(=O)O)CCCNC(C(F)(F)F)=O